C(C)OC(CC1=CC(=C(C=C1)O)OC)=O ethyl-2-(4-hydroxy-3-methoxy-phenyl)acetate